6-((4-methylpiperazin-1-yl)methyl)-5-(trifluoromethyl)pyridin-3-amine CN1CCN(CC1)CC1=C(C=C(C=N1)N)C(F)(F)F